COC(=O)C1CN(C2=C(C=C1C(=O)O)C=CC=C2)N2N=C(C=C2)O (3-hydroxy-1H-pyrazolyl)-2,3-dihydro-1H-benzazepine-3,4-dicarboxylic acid methyl ester